C1(CC1)N1N=C(C=C(C1=O)C)NC1=NN2C(C=C(C=C2)C2=CC(=NC=C2OC[C@H]2OCCOC2)C)=C1 2-cyclopropyl-6-[[5-[5-[[(2S)-1,4-dioxan-2-yl]methoxy]-2-methyl-4-pyridyl]pyrazolo[1,5-a]pyridin-2-yl]amino]-4-methyl-pyridazin-3-one